2-amino-3-methyl-N-((5S)-4,5,6,7-tetrahydro-1H-benzimidazol-5-ylmethyl)-N-((5-(trifluoromethyl)-2-pyridinyl)methyl)-6-quinolinecarboxamide NC1=NC2=CC=C(C=C2C=C1C)C(=O)N(CC1=NC=C(C=C1)C(F)(F)F)C[C@@H]1CC2=C(NC=N2)CC1